NC=1C2=C(N(C(N1)=O)C1=C(C(=CC=C1)F)C)N=C(C=C2)C2CC2 (+)-4-amino-7-cyclopropyl-1-(3-fluoro-2-methylphenyl)pyrido[2,3-d]pyrimidin-2(1H)-one